N=1C=NN2C1C=C(C=C2)OC2=C(C=C(C=C2)NC2=NC=NC1=C2C=2OC[C@@H]3NCCN(C2N=C1)C3)C (3R)-N-(4-([1,2,4]triazolo[1,5-a]pyridin-7-yloxy)-3-methylphenyl)-3,4,5,6-tetrahydro-2H-3,7-methanopyrimido[5',4':4,5]pyrido[3,2-b][1,4,7]oxadiazonin-13-amine